5-fluoro-4-(4-fluoro-2-methoxyphenyl)-N-(4-morpholinopyridin-2-yl)pyrimidine-2-amine FC=1C(=NC(=NC1)NC1=NC=CC(=C1)N1CCOCC1)C1=C(C=C(C=C1)F)OC